ClC1=C(C(=NC(=N1)N)NCCN1CCN(CC1)C1=C(C=C(C=C1)OC)F)N 6-chloro-N4-(2-(4-(2-fluoro-4-methoxyphenyl)piperazin-1-yl)ethyl)pyrimidine-2,4,5-triamine